titanium-nickel copper [Cu].[Ni].[Ti]